4,4-bis-azidobiphenyl N(=[N+]=[N-])C1(CC=C(C=C1)C1=CC=CC=C1)N=[N+]=[N-]